N-(spiro[3.4]octan-2-yl)acetamide C1C(CC12CCCC2)NC(C)=O